ClC1=C(C=2N=C(N=CC2C(=N1)N(C=1C=NN(C1)C1=CC=NC=C1)C)SC)F N-[7-chloro-8-fluoro-2-(methylsulfanyl)pyrido[4,3-d]pyrimidin-5-yl]-N-methyl-1-(pyridin-4-yl)pyrazol-4-amine